S(=O)(=O)(O)CCCCC(C)[Na] sulfobutyl-ethyl-sodium